ClC=1C=CC2=C(N=C(O2)C=CC(=O)N(C(C)C)C(C)C)C1 3-(5-chloro-1,3-benzoxazol-2-yl)-N,N-bis(propan-2-yl)propenamide